N1(CCC1)C1=CC(=C(C=O)C=C1)O 4-(azetidine-1-yl)-2-hydroxybenzaldehyde